1-{3-[3-(4-CHLOROPHENYL)PROPOXY]PROPYL}PIPERIDINE HYDROCHLORIDE Cl.ClC1=CC=C(C=C1)CCCOCCCN1CCCCC1